N-(6-methylbenzofuran-3-yl)-2-oxo-6-(trifluoromethyl)-1,2-dihydropyridine-3-carboxamide CC1=CC2=C(C(=CO2)NC(=O)C=2C(NC(=CC2)C(F)(F)F)=O)C=C1